1,2-diazepane N1NCCCCC1